3-(3,5-bis(trifluoromethyl)phenyl)-2,2-dichlorocyclopropane-1-carboxylic acid FC(C=1C=C(C=C(C1)C(F)(F)F)C1C(C1C(=O)O)(Cl)Cl)(F)F